CC1=NC(=NC=2C=3C(CCC12)CC(C(C3)C#N)=O)C dimethyl-8-oxo-5,6,6a,7-tetrahydrobenzo[h]quinazoline-9-carbonitrile